N-(5-(3,5-difluorobenzyl)-1H-indazol-3-yl)-4-(4-(3-(2-(2,6-dioxopiperidin-3-yl)-1-oxoisoindolin-yl)prop-2-yn-1-yl)piperazin-1-yl)benzamide FC=1C=C(CC=2C=C3C(=NNC3=CC2)NC(C2=CC=C(C=C2)N2CCN(CC2)CC#CC2N(C(C3=CC=CC=C23)=O)C2C(NC(CC2)=O)=O)=O)C=C(C1)F